2-(5-ethyl-2-(2-methoxypyridin-4-yl)-7-oxo-6-(piperazin-1-yl)oxazolo[5,4-b]pyridin-4(7H)-yl)acetic acid Trifluoroacetic acid salt FC(C(=O)O)(F)F.C(C)C1=C(C(C2=C(N1CC(=O)O)OC(=N2)C2=CC(=NC=C2)OC)=O)N2CCNCC2